(3-(2-(dimethylamino)ethyl)-1H-indol-1-yl)methyl acetate C(C)(=O)OCN1C=C(C2=CC=CC=C12)CCN(C)C